N-(trifluoromethylsulfoxy)bicyclo[2.2.1]hept-5-ene-2,3-dicarboximide FC(F)(F)OS(ON1C(=O)C2C3C=CC(C2C1=O)C3)(=O)=O